C(C)(C)(C)N1N=CC(=C1C(=O)NCCC1=CC=C(C=C1)OCC)OC1=CC(=CC=C1)C(F)(F)F 1-(tert-butyl)-N-(4-ethoxyphenethyl)-4-(3-(trifluoromethyl)phenoxy)-1H-pyrazole-5-carboxamide